2-methyl-1H-1,3-benzodiazole-5-carboxylic acid CC1=NC2=C(N1)C=CC(=C2)C(=O)O